S1C=C(C=C1)OC(C(=O)[O-])C.[Na+] sodium 2-(thiophene-3-oxy)propionate